[2-(piperidin-1-yl)ethyl]benzamide N1(CCCCC1)CCC1=C(C(=O)N)C=CC=C1